Dimethyl 4-(benzo[b]thiophen-3-yl)-2,6-bis(morpholinomethyl)-1,4-dihydropyridin-3,5-dicarboxylat S1C2=C(C(=C1)C1C(=C(NC(=C1C(=O)OC)CN1CCOCC1)CN1CCOCC1)C(=O)OC)C=CC=C2